(S)-2-(4-(2-(1-Cyclopropylethyl)-7-(methylsulfonyl)-1-oxoisoindolin-5-yl)pyridin-2-yl)-4-methyl-N-(1-methylazetidin-3-yl)-1H-imidazole-5-carboxamide, trifluoroacetate salt FC(C(=O)O)(F)F.C1(CC1)[C@H](C)N1C(C2=C(C=C(C=C2C1)C1=CC(=NC=C1)C=1NC(=C(N1)C)C(=O)NC1CN(C1)C)S(=O)(=O)C)=O